[2-chloro-4-[[3-[1-(difluoromethyl)-3-(trifluoromethyl)pyrazol-4-yl]imidazo[1,2-a]pyrazin-8-yl]amino]phenyl]-[4-[(2S)-pyrrolidine-2-carbonyl]piperazin-1-yl]methanone ClC1=C(C=CC(=C1)NC=1C=2N(C=CN1)C(=CN2)C=2C(=NN(C2)C(F)F)C(F)(F)F)C(=O)N2CCN(CC2)C(=O)[C@H]2NCCC2